C(C1CO1)C(=CC(=O)O)CC1CO1.OC1=CC=C(C=C1)C(C)(C)C1=CC=C(C=C1)O bisphenol A diglycidyl-acrylate